2-benzyloxy-3-tert-butoxy-2-(trifluoromethyl)pent-4-enoic acid C(C1=CC=CC=C1)OC(C(=O)O)(C(C=C)OC(C)(C)C)C(F)(F)F